CC1(C(NC(CC1)=O)=O)N1C(C2=CC=C(C=C2C1)C#N)=O 2-(3-methyl-2,6-dioxopiperidin-3-yl)-1-oxoisoindoline-5-carbonitrile